5-tert-Butyl 3a-ethyl 1-benzyl-3-oxohexahydropyrrolo[3,4-b]pyrrole-3a,5(1H)-dicarboxylate C(C1=CC=CC=C1)N1C2C(C(C1)=O)(CN(C2)C(=O)OC(C)(C)C)C(=O)OCC